4-Amino-2,5-difluoro-N-((1-morpholinocycloheptyl)methyl)benzamid NC1=CC(=C(C(=O)NCC2(CCCCCC2)N2CCOCC2)C=C1F)F